S1C=C(C=C1)COCCO 2-(Thien-3-ylmethoxy)ethanol